C(C)(C)(C)OC(NCCNC(C(=C(C1=CC=CC=C1)C1=CC=CC=C1)C#N)=O)=O N-[2-[(2-cyano-3,3-diphenyl-prop-2-enoyl)amino]ethyl]carbamic acid tert-butyl ester